C(C)(=O)N1CCC(CC1)NCC=1C(=C(C=CC1)NC1=C(C(=NC=C1)C=1C(=C(C=CC1)C1=CC=C(C(=N1)OC)CNC[C@H]1CCC(N1)=O)Cl)Cl)F (R)-5-((((6-(3-(4-((3-(((1-acetylpiperidin-4-yl)amino)methyl)-2-fluorophenyl)amino)-3-chloropyridin-2-yl)-2-chlorophenyl)-2-methoxypyridin-3-yl)methyl)amino)methyl)pyrrolidin-2-one